C(C1=CC=CC=C1)(=O)C=1SC(=C(SC1C1=CC=CC=2C3=CC=CC=C3CC12)C(C1=CC=CC=C1)=O)C1=CC=CC=2C3=CC=CC=C3CC12 2,5-dibenzoyl-3,6-difluorenyl-1,4-dithiine